COC1=C(C=CC=C1)P(C)(C)=O 2-methoxyphenyl-dimethylphosphine oxide